(1-(4-(dimethylamino)but-2-enoyl)azetidin-3-yl)-5-methylthiophene-2-carboxamide CN(CC=CC(=O)N1CC(C1)C1=C(SC(=C1)C)C(=O)N)C